C(#N)C=1C=C(C=CC1)N(C(CNC(OC(C)(C)C)=O)=O)C tert-butyl 2-((3-cyanophenyl)(methyl)amino)-2-oxoethylcarbamate